3-(6-Fluoro-4-(1-(7-(3-(7-(4-(2-hydroxyethyl)piperazin-1-yl)-2-methyl-3-phenylpyrazolo[1,5-a]pyrimidin-5-yl)phenyl)heptyl)piperidin-4-yl)-1-oxoisoindolin-2-yl)-piperidine-2,6-dione FC1=CC(=C2CN(C(C2=C1)=O)C1C(NC(CC1)=O)=O)C1CCN(CC1)CCCCCCCC1=CC(=CC=C1)C1=NC=2N(C(=C1)N1CCN(CC1)CCO)N=C(C2C2=CC=CC=C2)C